C(C)N(C1=CC=C2C=C(C(OC2=C1)=O)C=O)CC 7-(diethylamino)-2-oxo-2H-chromene-3-formaldehyde